4-(7-phenylimidazo[5,1-b]oxazol-5-yl)benzonitrile C1(=CC=CC=C1)C=1N=C(N2C1OC=C2)C2=CC=C(C#N)C=C2